NC=1C2=C(N=CN1)N(C(=C2C2=CC(=C(C=C2)N=S2(CCCCC2)=O)OC)Br)C ((4-(4-amino-6-bromo-7-methyl-7H-pyrrolo[2,3-d]pyrimidin-5-yl)-2-methoxyphenyl)imino)hexahydro-1λ6-thiopyran-1-oxide